C1C=CSN=C1 4H-thiazine